O1C=CC=2C(=NC=CC21)C2=CC=C(C(=O)N[C@@H]1CN(CC1)C=1NC(C=CC1)=O)C=C2 (S)-4-(furo[3,2-c]pyridin-4-yl)-N-[1-(6-oxo-1,6-dihydropyridin-2-yl)pyrrolidin-3-yl]benzamide